BrC1=CC=C2CCC\C(\C2=C1)=N/O (E)-7-bromo-3,4-dihydronaphthalen-1(2H)-one oxime